C(C)(C)(C)OC(=O)NCC(C)N N-tert-butyloxycarbonyl-propylenediamine